2-(6-{5-chloro-2-[(oxan-4-yl)amino]pyrimidin-4-yl}-1-oxo-2,3-dihydro-1H-isoindol-2-yl)-N-[1-(1,3-thiazol-4-yl)ethyl]acetamide ClC=1C(=NC(=NC1)NC1CCOCC1)C1=CC=C2CN(C(C2=C1)=O)CC(=O)NC(C)C=1N=CSC1